(1H-tetrazol-1-yl)methanamine N1(N=NN=C1)CN